(2,4-dimethylbenzyl)trimethylammonium chloride [Cl-].CC1=C(C[N+](C)(C)C)C=CC(=C1)C